N1=C(C=CC=C1)C(=O)N(C)C pyridyldimethylformamide